N(=[N+]=[N-])CCOC12CC3(CC(CC(C1)(C3)C)(C2)C)CN2N=CC(=C2C)C=2C=CC(=NC2C(=O)OC(C)(C)C)N2CC3=C(C=CC=C3CC2)C(=O)O 2-[5-(1-{[3-(2-azidoethoxy)-5,7-dimethyladamantan-1-yl]methyl}-5-methyl-1H-pyrazol-4-yl)-6-(tert-butoxycarbonyl)pyridin-2-yl]-1,2,3,4-tetrahydroisoquinoline-8-carboxylic Acid